(2S)-2-amino-4-[[(2S)-2-azidopropionyl]amino]butanoic acid N[C@H](C(=O)O)CCNC([C@H](C)N=[N+]=[N-])=O